5-Methyl-1-[6-[5-[(6-methylpyridazin-3-yl)amino]benzimidazol-1-yl]-3-[(1R)-1-hydroxyethyl]-2-pyridinyl]pyrazole-3-carbonitrile CC1=CC(=NN1C1=NC(=CC=C1[C@@H](C)O)N1C=NC2=C1C=CC(=C2)NC=2N=NC(=CC2)C)C#N